CN(C(=O)C=1C=C(C=CC1)B(O)O)C (3-(dimethylcarbamoyl)phenyl)boronic acid